1-(2-Methyl-1,2,3,4-tetrahydropyrazino[1,2-a]indol-8-yl)dihydropyrimidine-2,4(1H,3H)-dione CN1CC=2N(C=3C=CC(=CC3C2)N2C(NC(CC2)=O)=O)CC1